tert-butyl 2-(2-cyano-2-((diphenylmethylene)amino)ethyl)-5-(3-methyl-2-oxo-2,3-dihydrobenzo[d]oxazol-5-yl)-1H-indole-1-carboxylate C(#N)C(CC=1N(C2=CC=C(C=C2C1)C=1C=CC2=C(N(C(O2)=O)C)C1)C(=O)OC(C)(C)C)N=C(C1=CC=CC=C1)C1=CC=CC=C1